OC1(CCC(CC1)(C)C)C1=CC=C(C=C1)C1=CC=CS1 5-(4-(1-hydroxy-4,4-dimethylcyclohexyl)phenyl)thiophene